5-(chloromethyl)-2-iodo-3-methoxypyridine ClCC=1C=C(C(=NC1)I)OC